decylaminobenzene hydrochloride Cl.C(CCCCCCCCC)NC1=CC=CC=C1